3-bromo-6-methyl-2-piperazin-1-yl-quinoline hydrochloride Cl.BrC=1C(=NC2=CC=C(C=C2C1)C)N1CCNCC1